ClCC(=O)NC1=C(C=CC=C1C)C chloro-N-(2,6-dimethylphenyl)acetamide